C(C)(C)(C)N(C(O)=O)C1CC(C1)OC=1C=NC(=CC1)C(C)(C)C1=CC=C(C=C1)OC=1C=NC(=NC1)C1=NOC(=N1)C.C(C)C1NCC12CC(CC2)=O Ethyl-6-oxo-2-azaspiro[3.4]octane tert-butyl-((1r,3r)-3-((6-(2-(4-((2-(5-methyl-1,2,4-oxadiazol-3-yl)pyrimidin-5-yl)oxy)phenyl)propan-2-yl)pyridin-3-yl)oxy)cyclobutyl)carbamate